butylene sulfosuccinate S(=O)(=O)(O)C1C(=O)OCCCCOC(C1)=O